CC=1N(C(C2=C(N1)C(=NC(=N2)N2C[C@H](OCC2)C=2C=NN(C2)C)C21CC(C2)(C1)C(F)(F)F)=O)C 2,3-dimethyl-6-[(2R)-2-(1-methyl-1H-pyrazol-4-yl)morpholin-4-yl]-8-[3-(trifluoromethyl)bicyclo[1.1.1]pentan-1-yl]-3H,4H-pyrimido[5,4-d][1,3]diazin-4-one